NCCOC[Sn](CCCC)(CCCC)CCCC [(2-aminoethoxy)methyl]tributylstannane